1-(3,5-Difluoropyridin-2-yl)-7-methoxy-3-methyl-8-(1H-pyrazol-4-yl)-1,3-dihydroimidazo[4,5-c]quinolin-2-one FC=1C(=NC=C(C1)F)N1C(N(C=2C=NC=3C=C(C(=CC3C21)C=2C=NNC2)OC)C)=O